C(CCCCCCCCCCCCCCCCCCC)C=1C=C(C=C(C1)O)O 5-Icosylbenzene-1,3-diol